amino-4-bromo-N-phenyl-4''-sulfamoyl-[1,1':3',1''-terphenyl]-5'-carboxamide NC1=C(C=CC(=C1)Br)C1=CC(=CC(=C1)C(=O)NC1=CC=CC=C1)C1=CC=C(C=C1)S(N)(=O)=O